6-[(1-allyl-cyclohexyl)amino]-3-nitro-5-(trifluoromethyl)pyridine-2-carboxylic acid methyl ester COC(=O)C1=NC(=C(C=C1[N+](=O)[O-])C(F)(F)F)NC1(CCCCC1)CC=C